5-[4-amino-5-(trifluoromethyl)pyrrolo[2,1-f][1,2,4]triazin-7-yl]-N-[(3R,4S)-4-fluoro-1-(2-methyl-2-phenylpropanoyl)pyrrolidin-3-yl]-2-methoxypyridine-3-carboxamide NC1=NC=NN2C1=C(C=C2C=2C=C(C(=NC2)OC)C(=O)N[C@@H]2CN(C[C@@H]2F)C(C(C)(C2=CC=CC=C2)C)=O)C(F)(F)F